NC1=NN2C(N=CC=C2)=C1C(=O)NC(C)C=1C=C(C2=CNN=C2C1N1CCC(CC1)S(=O)(=O)N(C)C)Cl 2-Amino-N-[1-(4-chloro-7-{4-[(dimethylamino)sulfonyl]piperidin-1-yl}-2H-indazol-6-yl)ethyl]pyrazolo[1,5-a]pyrimidine-3-carboxamide